S(=O)(=O)(ON1[C@@H]2CC[C@H](N(C1=O)C2)C(NS(=O)(=O)C2C(CCC2)N)=N)O (2S,5R)-2-(N-((2-aminocyclopentyl) sulfonyl) carbamimidoyl)-7-oxo-1,6-diazabicyclo[3.2.1]octan-6-yl hydrogen sulfate